N1=CN=C2NC=NC2=C1SC=CC(=O)O 3-(9H-purin-6-ylsulfanyl)acrylic acid